C(C)OC(C=C1CN(C1)C(=O)OC(C)(C)C)=O tert-butyl 3-(2-ethoxy-2-oxo-ethylidene)azetidine-1-carboxylate